ClC=1C(=NC(=C(C#N)C1)N1CC(C(C(C1)C)(F)F)O)NC1=CC2=C(N(C(N2CCC(C)(C)O)=O)C)C=C1 5-Chloro-2-(4,4-difluoro-3-hydroxy-5-methylpiperidin-1-yl)-6-((3-(3-hydroxy-3-methylbutyl)-1-methyl-2-oxo-2,3-dihydro-1H-benzo[d]imidazol-5-yl)amino)nicotinonitrile